BrC=1C(=C(C(=O)OCC)C(=CC1)C)OCCOC ethyl 3-bromo-2-(2-methoxyethoxy)-6-methylbenzoate